5-bromo-2,4-dichloro-8-fluoro-6-iodoquinazoline BrC1=C2C(=NC(=NC2=C(C=C1I)F)Cl)Cl